N-acetyl-2-(5-fluoro-2-oxo-1-(1-(4-(propan-2-ylidene)cyclohexyl)piperidin-4-yl)indolin-3-yl)acetohydrazide C(C)(=O)N(N)C(CC1C(N(C2=CC=C(C=C12)F)C1CCN(CC1)C1CCC(CC1)=C(C)C)=O)=O